N-(3-chloro-4-fluorophenyl)-7-fluoro-2,3-dihydrobenzo[b]thiophene-4-carboxamide 1,1-dioxide ClC=1C=C(C=CC1F)NC(=O)C1=CC=C(C=2S(CCC21)(=O)=O)F